3,5-difluoro-2-iodobenzoic acid FC=1C(=C(C(=O)O)C=C(C1)F)I